rac-2-(3,4-difluorophenyl)-N-[(4-isopropyl-2,5-dioxoimidazolidin-4-yl)methyl]-2H-1,2,3-triazole-4-carboxamide FC=1C=C(C=CC1F)N1N=CC(=N1)C(=O)NC[C@]1(NC(NC1=O)=O)C(C)C |r|